C(C1=CC=CC=C1)N1N=C(N=C1)C1CNCC1 1-benzyl-3-(pyrrolidin-3-yl)-1H-1,2,4-triazole